(3S,4R)-4-{3-bromo-4-chloro-1H-pyrrolo[3,2-c]pyridin-1-yl}oxolan-3-ol BrC1=CN(C2=C1C(=NC=C2)Cl)[C@H]2[C@@H](COC2)O